2-(3-chlorobenzyl)cyclopentyl ((S)-1-(((S)-1-hydroxy-3-((S)-2-oxopyrrolidin-3-yl)propan-2-yl)amino)-4-methyl-1-oxopentan-2-yl)carbamate OC[C@H](C[C@H]1C(NCC1)=O)NC([C@H](CC(C)C)NC(OC1C(CCC1)CC1=CC(=CC=C1)Cl)=O)=O